CC(C)OC1=CC2=C(C=C1)C(=O)C(=CO2)C3=CC=CC=C3 The molecule is a member of the class of isoflavones that is isoflavone in which the hydrogen at position 7 is replaced by an isopropoxy group. A synthetic isoflavone, it was formerly used for the treatment of osteoporosis, although a randomised controlled study failed to show any benefit. It is still used to prevent osteoporosis in post-menopausal women. It has a role as a bone density conservation agent. It is a member of isoflavones and an aromatic ether.